2,2,2-trichloroethyl (3-(tert-butyl)-1-phenyl-1H-pyrazol-5-yl)carbamate C(C)(C)(C)C1=NN(C(=C1)NC(OCC(Cl)(Cl)Cl)=O)C1=CC=CC=C1